((2R,3S,4R,5R)-5-cyano-3,4-dihydroxy-5-(4-(((pentyloxy)carbonyl)amino)pyrrolo[2,1-f][1,2,4]triazin-7-yl)tetrahydrofuran-2-yl)methyl 3-methylbutanoate CC(CC(=O)OC[C@H]1O[C@]([C@@H]([C@@H]1O)O)(C1=CC=C2C(=NC=NN21)NC(=O)OCCCCC)C#N)C